O1[C@H](COC2=C1C=CC=C2)C2=CC=C(CN[C@H]1C[C@H](CC1)C(=O)O)C=C2 (1S,3R)-3-({4-[(2S)-2,3-dihydro-1,4-benzodioxin-2-yl]benzyl}amino)cyclopentanecarboxylic acid